C(C)OOP(=O)(OOCC)CC1=CC=C(C=C1)C1=CC=C(C=C1)CP(=O)(OOCC)OOCC 4,4'-bis(diethoxyphosphonomethyl)biphenyl